N1[C@@H](CCC1)CCNC(O[C@H]1[C@H](NC[C@@H]1O)CC1=CC=C(C=C1)C(F)F)=O (2R,3S,4S)-2-(4-(difluoromethyl)benzyl)-4-hydroxypyrrolidin-3-yl (2-((S)-pyrrolidin-2-yl)ethyl)carbamate